2-ethyl-6-propyl-1,4-phenyleneoxide C(C)C1=C2C(=CC(=C1)O2)CCC